3'-Chloro-2'-fluoro-[1,1'-biphenyl]-2,6-diol ClC=1C(=C(C=CC1)C=1C(=CC=CC1O)O)F